FC1=CC=CC2=[N+]1CCN2 5-fluoro-2,3-dihydro-1H-imidazo[1,2-a]pyridin-4-ium